CC(C(=O)O)N1CCN(CCN(CCN(CC1)C(C(=O)O)C)C(C(=O)O)C)C(C(=O)O)C (1R,4R,7R,10R)-α,α',α'',α'''-tetramethyl-1,4,7,10-tetraazacyclododecane-1,4,7,10-tetraacetic acid